2-(1-carboxy-1-methylethylsulfonylthiocarbonyl-sulfonyl)-2-methylpropanoic acid C(=O)(O)C(C)(C)S(=O)(=O)C(=S)S(=O)(=O)C(C(=O)O)(C)C